C[C@@]1(C([C@H](CC2=CC=CC=C2)NC([C@@H](NC([C@@H](NC(CN2CCOCC2)=O)C)=O)CC2=CC=C(C=C2)OC)=O)=O)CO1 4,5-anhydro-1,2-dideoxy-4-methyl-2-((N-(morpholin-4-ylacetyl)-L-alanyl-O-methyl-L-tyrosyl)amino)-1-phenyl-L-threo-pent-3-ulose